(E)-2-cyano-3-(1-(pyridin-3-yl)-1H-indol-3-yl)acrylic acid C(#N)/C(/C(=O)O)=C\C1=CN(C2=CC=CC=C12)C=1C=NC=CC1